(1-Ethynylcyclohexyl)amine C(#C)C1(CCCCC1)N